ClC1=C(C=CC(=C1)F)S(=O)(=O)NC=1C(=NC=C(C1)C=1C=C2C(=NC=NC2=CC1)N1CCN(CC1)C(\C=C\C(C)=O)=O)OC (E)-2-chloro-4-fluoro-N-(2-methoxy-5-(4-(4-(4-oxopent-2-enoyl)piperazin-1-yl)quinazolin-6-yl)pyridin-3-yl)benzenesulfonamide